(piperidin-4-yl)acetamide N1CCC(CC1)CC(=O)N